C(=O)=CCBr Carbonyl-ethyl bromide